NC1=CC(=C(C=C1OC1=C(C=CC=C1)OC)N1C(N(C(=CC1=O)C(C)(F)F)C)=O)F 3-[4-amino-2-fluoro-5-(2-methoxyphenoxy)phenyl]-6-(1,1-difluoroethyl)-1-methylpyrimidine-2,4-dione